N-methyl-3-phenyl-3-(4-trifluoromethylphenoxy)propylamine CNCCC(OC1=CC=C(C=C1)C(F)(F)F)C1=CC=CC=C1